1-(2-[(1-{[(tert-butyldimethylsilyl)oxy]methyl}cyclopropyl)methoxy]-7-chloro-8-fluoropyrido[4,3-d]pyrimidin-4-yl)-2,3,6,7-tetrahydroazepine [Si](C)(C)(C(C)(C)C)OCC1(CC1)COC=1N=C(C2=C(N1)C(=C(N=C2)Cl)F)N2CCC=CCC2